F[C@@]1(CC=2C=C3C(=NC2CC1)SC(=N3)C(=O)N[C@H](CCN3CCC(CC3)O)C=3C=NC(=CC3)C3=CN=NC=C3)C(C)C (S)-7-fluoro-N-((R)-3-(4-hydroxypiperidin-1-yl)-1-(6-(pyridazin-4-yl)pyridin-3-yl)propyl)-7-isopropyl-5,6,7,8-tetrahydrothiazolo[5,4-b]quinoline-2-carboxamide